[Ta].[Co].[Mn].[Nb] niobium-manganese-cobalt-tantalum